2-((cis)-3-((tert-butoxycarbonyl)amino)cyclobutyl)acetic acid C(C)(C)(C)OC(=O)N[C@H]1C[C@H](C1)CC(=O)O